dimethyl-(cyclopentadienyl)(9-fluorenyl)silicon C[Si](C1C2=CC=CC=C2C=2C=CC=CC12)(C1C=CC=C1)C